benzene-sulfonate C1(=CC=CC=C1)S(=O)(=O)[O-]